FC1(C[C@H](CC1)[C@H](C(=O)NC1=CC(=NO1)C)C1=CC=C(C=C1)C=1N=NN(N1)C)F (S)-2-((S)-3,3-Difluorocyclopentyl)-2-(4-(2-methyl-2H-tetrazol-5-yl)phenyl)-N-(3-methylisoxazol-5-yl)acetamide